N-((3R,4S)-3-((R)-3-methylpyrrolidin-1-yl)chroman-4-yl)-2-(trifluoromethyl)-1-((2-(trimethylsilyl)ethoxy)methyl)-1H-indol-4-amine C[C@H]1CN(CC1)[C@H]1COC2=CC=CC=C2[C@@H]1NC=1C=2C=C(N(C2C=CC1)COCC[Si](C)(C)C)C(F)(F)F